(E)-7-chloro-4-(2-(3-fluoro-4-(1H-imidazol-1-yl)benzylidene)hydrazino)quinoline HCl salt Cl.ClC1=CC=C2C(=CC=NC2=C1)N/N=C/C1=CC(=C(C=C1)N1C=NC=C1)F